benzyl (S)-2-(8-chloroimidazo[1,5-a]pyrazin-3-yl)pyrrolidine-1-carboxylate ClC=1C=2N(C=CN1)C(=NC2)[C@H]2N(CCC2)C(=O)OCC2=CC=CC=C2